[N+](=O)([O-])C=1C=2CCCC2C=C2CCC(C12)=O 8-nitro-1,2,3,5,6,7-hexahydro-s-indacen-1-one